BrCCCCCCCCOC1=C2C(N(C(C2=CC=C1)=O)C1C(NC(CC1)=O)=O)=O 4-((8-bromooctyl)oxy)-2-(2,6-dioxopiperidin-3-yl)isoindoline-1,3-dione